tert-butyl 3-[[(1S)-2-methoxy-2-oxo-1-[[(3S)-2-oxo-3-piperidyl]methyl]ethyl]carbamoyl]-2-azaspiro[4.5]decane-2-carboxylate COC([C@H](C[C@H]1C(NCCC1)=O)NC(=O)C1N(CC2(C1)CCCCC2)C(=O)OC(C)(C)C)=O